N-ethyl-α-methyl-nitrone Ethyl-3-(3-(1-(1-(5-((4,6-difluoro-1-tosyl-1H-indol-5-yl)oxy)-2-fluorophenyl)-5-methoxy-1H-pyrazol-3-yl)ethyl)-2-fluorophenyl)propanoate C(C)OC(CCC1=C(C(=CC=C1)C(C)C1=NN(C(=C1)OC)C1=C(C=CC(=C1)OC=1C(=C2C=CN(C2=CC1F)S(=O)(=O)C1=CC=C(C)C=C1)F)F)F)=O.C(C)[N+](=CC)[O-]